(R)-3-(1-((8-methyl-3-(2-oxa-6-azaspiro[3.3]heptan-6-yl)pyrido[2,3-d]pyridazine-5-yl)amino)ethyl)benzonitrile CC=1N=NC(=C2C1N=CC(=C2)N2CC1(COC1)C2)N[C@H](C)C=2C=C(C#N)C=CC2